C1(=CC=CC=C1)/C=C/C(=O)C1=CC=C(C=C1)S(=O)(=O)N[C@H](C(=O)O)C (2S)-2-[[4-[(E)-3-Phenylprop-2-enoyl]phenyl]sulfonylamino]propanoic acid